COC(=O)C1=NC=C(C=C1)S(=O)(=O)C 5-methanesulfonyl-pyridine-2-carboxylic acid methyl ester